BrC=1C=C2C(=NC1)C(N(C2)CC2=CC=C(C=C2)OC)=O 3-bromo-6-[(4-methoxyphenyl)methyl]-5H-pyrrolo[3,4-b]pyridin-7-one